ClC=1C=C(C=CC1)C#CC(=O)C=1C(=NC=CC1)N(C)C 3-(3-chlorophenyl)-1-(2-(dimethylamino)pyridin-3-yl)prop-2-yn-1-one